1-amino-8-(3-(3-chloro-2-hydroxypyridin-4-yl)-1H-pyrazolo[3,4-b]pyrazin-6-yl)-8-azaspiro[4.5]decan-1-ol NC1(CCCC12CCN(CC2)C2=CN=C1C(=N2)NN=C1C1=C(C(=NC=C1)O)Cl)O